6-(tert-butyl) 3-ethyl 2-bromo-4,7-dihydrothieno[2,3-c]pyridine-3,6(5H)-dicarboxylate BrC1=C(C2=C(CN(CC2)C(=O)OC(C)(C)C)S1)C(=O)OCC